CCN\\1C2=CC=CC=C2O/C1=C\\C=C\\C=C\\C3=[N+](C4=CC=CC=C4O3)CC The molecule is the cationic form of a C5 cyanine dye having 3-ethyl-1,3-benzoxazol-2(3H)-yl units at each end. It has a role as a fluorochrome. It is a cyanine dye, a member of 1,3-benzoxazoles and a benzoxazolium ion.